F[Si](CCCC#N)(CCCC)F 4-[difluoro(n-butyl)silyl]butanenitrile